ClC=1C(=NC=CC1C1=C(C(=CC=C1)NC1=NC=CC(=C1F)CN1C[C@@H](CC1)O)Cl)C1=CC(=C(CNC[C@H]2CCC(N2)=O)C=C1)OC (R)-5-(((4-(3-chloro-4-(2-chloro-3-((3-fluoro-4-(((R)-3-hydroxypyrrolidin-1-yl)methyl)pyridin-2-yl)amino)phenyl)pyridin-2-yl)-2-methoxybenzyl)amino)methyl)pyrrolidin-2-one